NCCS(=O)(=O)[O-].C(CCC)[P+](CCCC)(CCCC)CCCC tetrabutylphosphonium taurinate